[1,1':2',1''-terphenyl]-2-carbonitrile C=1(C(=CC=CC1)C#N)C=1C(=CC=CC1)C1=CC=CC=C1